OC(C)CC(CC(C)C)[O] 2-hydroxy-4-isooctyl-oxygen